(rac)-Trans-6-isopropoxy-2-(1-methyl-2-oxabicyclo[2.1.1]hexan-4-yl)-N-(1-(2-methylcyclopropyl)-2-oxo-1,2-dihydropyridin-3-yl)-2H-pyrazolo[3,4-b]pyridine-5-carboxamide C(C)(C)OC=1C(=CC=2C(N1)=NN(C2)C21COC(C2)(C1)C)C(=O)NC=1C(N(C=CC1)[C@H]1[C@@H](C1)C)=O |r|